N-(6-((2-Fluorophenyl)amino)-1H-indazol-3-yl)-5-(1-methylpiperidin-4-yl)picolinamid FC1=C(C=CC=C1)NC1=CC=C2C(=NNC2=C1)NC(C1=NC=C(C=C1)C1CCN(CC1)C)=O